C(C)(C)(C)C=1OC=C(N1)C(=O)NC1C2=C(CN(CC1)C1COC1)C=C(C=C2)C2=NC=NC(=N2)NC2=NN(C=C2)C 2-(tert-butyl)-N-(8-(4-((1-methyl-1H-pyrazol-3-yl)amino)-1,3,5-triazin-2-yl)-2-(oxetan-3-yl)-2,3,4,5-tetrahydro-1H-benzo[c]azepin-5-yl)oxazole-4-carboxamide